(R)-1-Phenyl-1,2-ethanediyl Bis[4-(trans-4-pentylcyclohexyl)benzoate] C(CCCC)[C@@H]1CC[C@H](CC1)C1=CC=C(C(=O)O[C@@H](COC(C2=CC=C(C=C2)[C@@H]2CC[C@H](CC2)CCCCC)=O)C2=CC=CC=C2)C=C1